3,4-(methylenedioxy) isocyanate C(ON=C=O)ON=C=O